C1(CC1)[C@H]([C@@H](C(=O)O)C)C1=CC=C2CC[C@@H](OC2=C1)C1CCNCC1 (2S,3R)-3-cyclopropyl-2-methyl-3-((R)-2-(piperidin-4-yl)chroman-7-yl)propanoic acid